4-{[2-methoxy-3-(5-methyl-1,3,4-oxadiazol-2-yl)phenyl]amino}pyrimidine-5-carboxylate COC1=C(C=CC=C1C=1OC(=NN1)C)NC1=NC=NC=C1C(=O)[O-]